C(C)(C)(C)OC(=O)NC1CCCC1 3-((tertbutoxycarbonyl)amino)cyclopentane